C1(=CC=CC=C1)CCC(C(=O)O)CN1N=CC2=CC(=CC=C12)OCCC1=NC=2NCCCC2C=C1 4-phenyl-2-((5-(2-(5,6,7,8-tetrahydro-1,8-naphthyridin-2-yl)ethoxy)-1H-indazol-1-yl)methyl)butanoic acid